ethyl 1-amino-2-(1-(tert-butoxycarbonyl) pyrrolidin-2-yl)-4-(4-((4-methylpyridin-2-yl) carbamoyl) phenyl)-1H-imidazole-5-carboxylate NN1C(=NC(=C1C(=O)OCC)C1=CC=C(C=C1)C(NC1=NC=CC(=C1)C)=O)C1N(CCC1)C(=O)OC(C)(C)C